Cl.N[C@H](CO)C1=CC(=CC=C1)CC (S)-2-amino-2-(3-ethylphenyl)ethanol hydrochloride